4-(4-ethylfuran-2-yl)butyric acid C(C)C=1C=C(OC1)CCCC(=O)O